N[C@H]1C=2N(CCC1)N=C(C2C=2C(=CC=C1C(=C(N(C21)C)C(=O)OC)CCC(=O)OC)Cl)C Methyl (R)-7-(4-amino-2-methyl-4,5,6,7-tetrahydropyrazolo[1,5-a]pyridin-3-yl)-6-chloro-3-(3-methoxy-3-oxopropyl)-1-methyl-1H-indole-2-carboxylate